FC(CC1=NC=C(C2=C1OC1C2(C(C(C1C1=CC=CC=C1)C(=O)N)O)O)OC)F (2,2-difluoroethyl)-4b,5-dihydroxy-4-methoxy-7-phenyl-4b,6,7,7a-tetrahydro-5H-cyclopenta[4,5]furo[2,3-c]pyridine-6-carboxamide